CC1(N(C(C=2C1=NC(=CC2)NC2=NC=C(C(=N2)N[C@H](CO)C2=CC=CC=C2)C(=O)O)=O)CCC)C (S)-2-((7,7-dimethyl-5-oxo-6-propyl-6,7-dihydro-5H-pyrrolo[3,4-b]pyridin-2-yl)amino)-4-((2-hydroxy-1-phenylethyl)amino)pyrimidine-5-carboxylic acid